trans-4-((5-(8-fluoroimidazo[1,2-a]pyridin-6-yl)-7H-pyrrolo[2,3-d]pyrimidin-2-yl)amino)-1-methylcyclohexan-1-ol FC=1C=2N(C=C(C1)C1=CNC=3N=C(N=CC31)NC3CCC(CC3)(O)C)C=CN2